2-(2-(4-amino-2,3-dimethyl-6,7,8,9-tetrahydrocyclohepta[b]pyrrolo[3,2-e]pyridine-1(5H)-yl)acetamido)-N-(benzo[d][1,3]dioxol-5-yl)-N-methyl-3-phenylpropanamide NC1=C2C(=NC3=C1C(=C(N3CC(=O)NC(C(=O)N(C)C3=CC1=C(OCO1)C=C3)CC3=CC=CC=C3)C)C)CCCCC2